C(CCCCCC(C)(C)C)(=O)OOC(C)(C)C tert-butyl peroxyneodecaneoate